5-Amino-8-(2-furyl)-3-[2-[4-[4-(2-methoxyethoxy)phenyl]-3,3-dimethyl-piperazin-1-yl]ethyl]-1-methyl-[1,2,4]triazolo[5,1-f]purin-2-one NN1C=NC(=C2N3C(N=C12)N(C(N3C)=O)CCN3CC(N(CC3)C3=CC=C(C=C3)OCCOC)(C)C)C=3OC=CC3